[N+](=O)([O-])C1=C(C=CC=C1)OC(C(=O)OC1=C(C=CC=C1)[N+](=O)[O-])=O bis(2-nitrophenyl)-Oxalat